C(C1CO1)OC1C(CCCC1)CC1C(CCCC1)OCC1CO1 bis[2-(2,3-epoxypropoxy)cyclohexyl]methane